FC1=C(CN2C(C=3C=CC=NC3C(=C2)C(=O)N[C@@H]2[C@H](COCC2)O)=O)C(=CC(=C1)C1=CC=NS1)F 6-(2,6-difluoro-4-(isothiazol-5-yl)benzyl)-N-((3R,4S)-3-hydroxytetrahydro-2H-pyran-4-yl)-5-oxo-5,6-dihydro-1,6-naphthyridine-8-carboxamide